C(C)(C)(C)OC(=O)N1CC(C1)N1C([C@H]([C@@H](C1)C1=C(C(=CC=C1OCOCC[Si](C)(C)C)Cl)Cl)C(=O)O)=O |o1:13,14| (3S,4R)-rel-1-[1-(tert-butoxycarbonyl)azetidin-3-yl]-4-(2,3-dichloro-6-[[2-(trimethylsilyl)ethoxy]methoxy]phenyl)-2-oxopyrrolidine-3-carboxylic acid